C(O)NC(C=C)=O N-methylolacryl-amide